(p-chlorophenyl)-6-(1-methyl-1H-pyrazol-4-yl)-4-pyrimidinylamine ClC1=CC=C(C=C1)NC1=NC=NC(=C1)C=1C=NN(C1)C